(3R)-3-(4-chlorophenyl)-2-[(5-chloropyridin-2-yl)methyl]-4-fluoro-6-[1-hydroxy-1-(1-methylpiperidin-4-yl)ethyl]-3-{[1-(hydroxymethyl)cyclopropyl]methoxy}-2,3-dihydro-1H-isoindol-1-one ClC1=CC=C(C=C1)[C@@]1(N(C(C2=CC(=CC(=C12)F)C(C)(C1CCN(CC1)C)O)=O)CC1=NC=C(C=C1)Cl)OCC1(CC1)CO